N-(4-fluoro-2-methanesulfonylphenyl)-2-(4-methoxypiperidin-1-yl)-1,3-thiazole-5-carboxamide FC1=CC(=C(C=C1)NC(=O)C1=CN=C(S1)N1CCC(CC1)OC)S(=O)(=O)C